(R)-6-(methyl-d3)-5-(piperazin-1-yl)-N-(tetrahydrofuran-3-yl)picolinamide C(C1=C(C=CC(=N1)C(=O)N[C@H]1COCC1)N1CCNCC1)([2H])([2H])[2H]